methyl-e-caprolactam CC1C(=O)NCCCC1